NC[C@H]1OCCN(C1)C1=C(C(=C(C(=N1)SC(C(=O)N)C1=CC=CC=C1)C#N)CC)C#N 2-((6-((R)-2-(aminomethyl)morpholino)-3,5-dicyano-4-ethylpyridin-2-yl)sulfanyl)-2-phenylacetamide